1-bromo-3-(bromomethyl)benzene BrC1=CC(=CC=C1)CBr